4-(4-(2,4-difluorobenzyloxy)-3-bromo-6-methyl-2-oxopyridin-1(2H)-yl)-N,N-dimethylbenzamide FC1=C(COC2=C(C(N(C(=C2)C)C2=CC=C(C(=O)N(C)C)C=C2)=O)Br)C=CC(=C1)F